C(CCCC)OC(C=C)=O.C(C=C)(=O)OC(C)(C)C tert.-butyl acrylate n-pentyl-acrylate